N-[5-(cyclopropylmethoxy)-4-(2-methyl-1-oxoisoquinolin-4-yl)pyrimidin-2-yl]methanesulfonamide C1(CC1)COC=1C(=NC(=NC1)NS(=O)(=O)C)C1=CN(C(C2=CC=CC=C12)=O)C